OC1(COCC2=C1OC(C1=C2C=C(S1)C1=CC=NC=C1)=O)C(C)C 4-hydroxy-4-isopropyl-8-(pyridin-4-yl)-3,4-dihydro-1H,6H-pyrano[4,3-b]Thieno[3,2-d]Pyran-6-one